[Pb].C(=C)C1=NC2=C(C=CC=C2C=C1)O 2-vinyl-8-hydroxyquinoline lead salt